C(#N)C[C@@H]1N(CCN(C1)C=1C2=C(N=C(N1)S(=O)C)OC1(CC2)CCCC2=CC=CC=C21)C(=O)OCC2=CC=CC=C2 benzyl (2S)-2-(cyanomethyl)-4-(2'-(methylsulfinyl)-3,4,5',6'-tetrahydro-2H-spiro[naphthalene-1,7'-pyrano[2,3-d]pyrimidin]-4'-yl)piperazine-1-carboxylate